tert-butyl (S)-2-((tert-butoxycarbonyl)amino)-3-(4-(2-(2-(5-cyanothiophene-2-carboxamido)acetamido)acetamido) phenyl)propanoate C(C)(C)(C)OC(=O)N[C@H](C(=O)OC(C)(C)C)CC1=CC=C(C=C1)NC(CNC(CNC(=O)C=1SC(=CC1)C#N)=O)=O